C1C=CC2=C(C=1)CCC1C=CC=CC2=1 DIHYDROPHENANTHRENE